tert-Butyl (3S,5S)-3-[[6-[4-[(2-chlorophenyl)sulfonylamino]-3-fluoro-phenyl]-8-isopropyl-7-oxo-pteridin-2-yl]amino]-5-fluoro-piperidine-1-carboxylate ClC1=C(C=CC=C1)S(=O)(=O)NC1=C(C=C(C=C1)C1=NC=2C=NC(=NC2N(C1=O)C(C)C)N[C@@H]1CN(C[C@H](C1)F)C(=O)OC(C)(C)C)F